FC1=CC(=CC2=C1N=CS2)C(=O)N 4-fluoro-1,3-benzothiazole-6-carboxamide